FC(CS(=O)(=O)[N-]S(=O)(=O)CC(F)(F)F)(F)F bis(trifluoroethylsulfonyl)amide